6-chloro-2-cyclopropyl-4-[3-(trifluoromethyl)-7,8-dihydro-5H-1,6-naphthyridin-6-yl]quinazoline ClC=1C=C2C(=NC(=NC2=CC1)C1CC1)N1CC=2C=C(C=NC2CC1)C(F)(F)F